tert-butyl (1R,5S)-3-(7-bromo-8-fluoro-2-{[(2R,7aS)-2-fluorotetrahydro-1H-pyrrolizin-7a(5H)-yl]methoxy}quinazolin-4-yl)-1-[(2S)-oxolan-2-yl]-3,8-diazabicyclo[3.2.1]octane-8-carboxylate BrC1=CC=C2C(=NC(=NC2=C1F)OC[C@]12CCCN2C[C@@H](C1)F)N1C[C@]2(CC[C@@H](C1)N2C(=O)OC(C)(C)C)[C@H]2OCCC2